ClC1=CC(=C2C(=N1)C1(OCC2)COCC1)S(=O)(=O)C 2'-Chloro-4'-(Methylsulfonyl)-4,5,5',6'-Tetrahydro-2H-Spiro[Furan-3,8'-Pyrano[3,4-b]Pyridine]